C(#N)[C@H](C[C@H]1C(NCC1)=O)NC(=O)[C@@H]1N([C@@H]2CC([C@H]1CC2)(F)F)C([C@H](NC(C(F)(F)F)=O)CC(C)C)=O (1S,3R,4S)-N-((S)-1-cyano-2-((S)-2-oxopyrrolidin-3-yl)ethyl)-5,5-difluoro-2-((2,2,2-trifluoroacetyl)-D-leucyl)-2-azabicyclo[2.2.2]octane-3-carboxamide